C(C)OC(CC[Si](OCC)(OCC)OCC)=O 3-(triethoxysilyl)propionic acid ethyl ester